benzoyldimethylsulfonium bromide [Br-].C(C1=CC=CC=C1)(=O)[S+](C)C